silver(I) hexafluorophosphate F[P-](F)(F)(F)(F)F.[Ag+]